para-nitrophenoxycarbonyl chloride [N+](=O)([O-])C1=CC=C(OC(=O)Cl)C=C1